dihexyl-2,2'-bithiophene C(CCCCC)C=1C(=C(SC1)C=1SC=CC1)CCCCCC